9,9',9'',9'''-(3-(benzo[d]oxazol-2-yl)-6-(2,6-diphenylpyrimidin-4-yl)benzene-1,2,4,5-tetrayl)tetrakis(9H-carbazole-3,6-dicarbonitrile) O1C(=NC2=C1C=CC=C2)C=2C(=C(C(=C(C2N2C1=CC=C(C=C1C=1C=C(C=CC21)C#N)C#N)N2C1=CC=C(C=C1C=1C=C(C=CC21)C#N)C#N)C2=NC(=NC(=C2)C2=CC=CC=C2)C2=CC=CC=C2)N2C1=CC=C(C=C1C=1C=C(C=CC21)C#N)C#N)N2C1=CC=C(C=C1C=1C=C(C=CC21)C#N)C#N